ClC=1C=C(OCCC(C(=O)O)(C)C)C=CC1C=1N(C2=NC=NC(=C2N1)OC1(CC1)C)CC1=C(C=CC=C1)C#N 4-(3-chloro-4-(9-(2-cyanobenzyl)-6-(1-methylcyclopropoxy)-9H-purin-8-yl)phenoxy)-2,2-dimethylbutanoic acid